7-((6-aminopyridin-3-yl)amino)-5-((4-cyclopropyl-3-((methylsulfonyl)methyl)phenyl)amino)pyrazolo[1,5-a]pyrimidine-3-carbonitrile NC1=CC=C(C=N1)NC1=CC(=NC=2N1N=CC2C#N)NC2=CC(=C(C=C2)C2CC2)CS(=O)(=O)C